6-{4-[1-(morpholin-4-yl)ethyl]phenyl}-4-{[(3S)-piperidin-3-yl]amino}pyrido[3,2-d]pyrimidine-8-carboxamide N1(CCOCC1)C(C)C1=CC=C(C=C1)C=1C=C(C=2N=CN=C(C2N1)N[C@@H]1CNCCC1)C(=O)N